ClC=1N(N=C2C(N(CCC21)C(C(F)F)C)=O)CC2=C(C=CC=C2)OC(F)(F)F 3-chloro-6-(1,1-difluoropropan-2-yl)-2-(2-(trifluoromethoxy)benzyl)-2,4,5,6-tetrahydro-7H-pyrazolo[3,4-c]pyridin-7-one